3-cis-hydroxycyclobutanecarbonitrile OC1(CCC1)C#N